[N+](=O)([O-])C=1C=C(C#N)C=C(C1)[N+](=O)[O-] 3,5-dinitrobenzonitrile